N[C@@H]1C=2C(=NC=CC2)CC12CCN(CC2)C2=NC(=C1C(=N2)NN=C1C=1C(=NC=CC1)C(F)(F)F)C#N (S)-6-(5-amino-5,7-dihydrospiro[cyclopent[b]pyridin-6,4'-piperidin]-1'-yl)-3-(2-(trifluoromethyl)pyridin-3-yl)-1H-pyrazolo[3,4-d]pyrimidine-4-carbonitrile